C12CC(CC(CC1)N2)N2C(=NC1=C3CC[C@@H](NC3=CC=C12)C)CC1=CC=CC=C1 (7S)-3-{8-Azabicyclo[3.2.1]octan-3-yl}-2-benzyl-7-methyl-3H,6H,7H,8H,9H-imidazo[4,5-f]chinolin